8-diaza-bicyclo(5.4.0)undecene N12NCCCCC2C=CCC1